C(=C)C1=CC=C(C(=C1)O)C=1C(=CC(=CC1)C=C)O 5,5'-divinyl-2,2'-biphenol